4-(((R)-1-(5-amino-2-fluoro-3-(trifluoromethyl)phenyl)ethyl)amino)-2,8-dimethyl-6-(((S)-Tetrahydrofuran-3-yl)oxy)pyrido[2,3-d]pyrimidin-7(8H)-one NC=1C=C(C(=C(C1)[C@@H](C)NC=1C2=C(N=C(N1)C)N(C(C(=C2)O[C@@H]2COCC2)=O)C)F)C(F)(F)F